C1(CC=CCC1)N 3-cyclohexene-1-amine